3-(5-(((1S,2R)-2-(4-hydroxypiperidin-1-yl)cyclopentyl)oxy)-1-oxoisoindolin-2-yl)piperidine-2,6-dione OC1CCN(CC1)[C@H]1[C@H](CCC1)OC=1C=C2CN(C(C2=CC1)=O)C1C(NC(CC1)=O)=O